2-bromo-5-fluoro-4-(4-fluoro-2-methoxy-5-nitrophenoxymethyl)-1,3-benzothiazole BrC=1SC2=C(N1)C(=C(C=C2)F)COC2=C(C=C(C(=C2)[N+](=O)[O-])F)OC